ClC=1C=C2CN(C(C2=CC1CC1=CC=C(C=C1)C=1N=NN(C1)C)=O)CC1OCCC1 5-chloro-6-(4-(1-methyl-1H-1,2,3-triazol-4-yl)benzyl)-2-(tetrahydrofuran-2-ylmethyl)isoindolin-1-one